O1COC2=C1C=CC(=C2)C(CC(=O)OC)C2=CC1=CC(=CC=C1C=C2)OCC(=O)NCC(C)C Methyl 3-(benzo[d][1,3]dioxol-5-yl)-3-(7-(2-(isobutylamino)-2-oxoethoxy)naphthalen-2-yl)propanoate